(1R,3S,5R)-2-(2-(3-acetyl-5-(2-fluoropyrimidin-5-yl)-7-methyl-1H-indazol-1-yl)acetyl)-N-(6-bromo-3-methylpyridin-2-yl)-5-methyl-2-azabicyclo[3.1.0]hexane-3-carboxamide C(C)(=O)C1=NN(C2=C(C=C(C=C12)C=1C=NC(=NC1)F)C)CC(=O)N1[C@@H]2C[C@@]2(C[C@H]1C(=O)NC1=NC(=CC=C1C)Br)C